BrC=1C=C(CO[Si](CC)(CC)OCC2=CC(=CC(=C2)Br)Br)C=C(C1)Br bis-(3,5-dibromobenzyloxy)-diethylsilane